C(C1=CC=CC=C1)OC1=NC(=CC=C1C1=CC(=C(C=C1)C1C(CN(CC1)C(=O)OC(C)(C)C)(F)F)F)OCC1=CC=CC=C1 tert-butyl 4-[4-(2,6-dibenzyloxy-3-pyridyl)-2-fluoro-phenyl]-3,3-difluoro-piperidine-1-carboxylate